5'-bromo-4'-fluoro-1'H-spiro[cyclobutane-1,3'-indol]-2'-one BrC=1C(=C2C3(C(NC2=CC1)=O)CCC3)F